CC1=C(C=C(C=N1)NC(=O)C1=CNC2=CC=CC=C12)C=1C=NC2=CC(=NC=C2C1)NC N-(6-methyl-5-(7-(methylamino)-1,6-naphthyridin-3-yl)pyridin-3-yl)-1H-indole-3-carboxamide